(Z)-(1-(3-methoxyphenyl)prop-1-en-1-yl)boronic acid COC=1C=C(C=CC1)\C(=C/C)\B(O)O